C1=CC=CC=2C3=CC=CC=C3C(C12)COC(=O)N[C@@H](CO)C(=O)OCC(C)(C)C neopentyl (((9H-fluoren-9-yl)methoxy)carbonyl)-L-serinate